trans-maleic anhydride C1(\C=C\C(=O)O1)=O